ethyl (5,6,7,8-tetrahydro-1,6-naphthyridin-2-yl)phosphinate hydrochloride Cl.N1=C(C=CC=2CNCCC12)P(OCC)=O